tert-butyl 2-(2-bromo-3-fluoropyridin-4-yl)-7-methyl-4-oxo-1,4,6,7-tetrahydro-5H-pyrrolo[3,2-c]-pyridine-5-carboxylate BrC1=NC=CC(=C1F)C1=CC=2C(N(CC(C2N1)C)C(=O)OC(C)(C)C)=O